The molecule is a nucleoside analogue in which the nucleobase portion is a 1,4,5,6,8-pentaazaacenaphthylene ring system substituted with an amino group at position 3, and a methyl group at position 5 and is bound to the beta-D-ribofuranosyl moiety by an N(1)-glycosidic linkage. It has a role as an EC 2.7.1.137 (phosphatidylinositol 3-kinase) inhibitor. CN1C2=NC=NC3=C2C(=CN3[C@H]4[C@@H]([C@@H]([C@H](O4)CO)O)O)C(=N1)N